INDAZOL-3-CARBOXAMIDE N1N=C(C2=CC=CC=C12)C(=O)N